CN(S(=O)(=O)C1=CC=C(C=C1)S(=O)(=O)NC1=C(C=CC=C1)N1CCC(CC1)(C(=O)OC)C)C methyl 1-(2-((4-(N,N-dimethylsulfamoyl)phenyl)sulfonamido)phenyl)-4-methylpiperidine-4-carboxylate